[Pd].C1(=CC=CC=C1)C(C(C)=O)C1=CC=CC=C1.C1(=CC=CC=C1)C(C(C)=O)C1=CC=CC=C1 bis(diphenylacetone) palladium (0)